C[C@@H]1CN(C[C@@H](C1)NCC1=NC=C(C=N1)N1CCNCC1)C1=C2C=CC=NC2=C(C=C1)C#N 5-[(3S,5R)-3-methyl-5-[(5-piperazin-1-ylpyrimidin-2-yl)methylamino]-1-piperidinyl]quinoline-8-carbonitrile